6-ethoxy-N-((R)-2-hydroxy-2-((S)-1,2,3,4-tetrahydroisoquinolin-3-yl)ethyl)-1-oxo-2-(pyridin-2-ylmethyl)isoindoline-5-carboxamide hydrochloride Cl.C(C)OC1=C(C=C2CN(C(C2=C1)=O)CC1=NC=CC=C1)C(=O)NC[C@H]([C@H]1NCC2=CC=CC=C2C1)O